Heptyl 3-ethyl-13-hexyl-7-(2-((2-hexyloctanoyl)oxy)ethyl)-11-oxo-10,12-dioxa-3,7-diazaheptadecan-17-oate C(C)N(CC)CCCN(CCOC(OC(CCCC(=O)OCCCCCCC)CCCCCC)=O)CCOC(C(CCCCCC)CCCCCC)=O